(2R,4S)-9-[1-[2-[(2R)-4,4-dimethylmorpholin-4-ium-2-yl]acetyl]azetidin-3-yl]oxy-5,5-dihydroxy-6-oxa-5-boranuidatricyclo[5.4.0.02,4]undeca-1(7),8,10-triene-8-carboxylate C[N+]1(C[C@H](OCC1)CC(=O)N1CC(C1)OC1=C(C=2O[B-]([C@H]3C[C@H]3C2C=C1)(O)O)C(=O)[O-])C